5-(4-Morpholinyl)-2-benzofuran-1(3H)-one N1(CCOCC1)C1=CC2=C(C(OC2)=O)C=C1